C(C1=CC=CC=C1)OC(=O)N[C@@H]1[C@H](CN(CC1)C(=O)OC(C)(C)C)CO tert-butyl (3S,4S)-4-(((benzyloxy)carbonyl)amino)-3-(hydroxymethyl)piperidine-1-carboxylate